COC1=CC=C(CN(CC(=O)OC(C)(C)C)C=2C=3N(N=C(C2)N2CCC(CC2)=O)C=CN3)C=C1 tert-butyl N-(4-methoxybenzyl)-N-(6-(4-oxopiperidin-1-yl)imidazo[1,2-b]pyridazin-8-yl)glycinate